2-hydroxy-1-(4-morpholinophenyl)butan-1-one OC(C(=O)C1=CC=C(C=C1)N1CCOCC1)CC